FC1=C(C(=CC=C1)OC)N1CC=2N=C(N=C(C2C1)N1C[C@@H](NCC1)CC#N)OC[C@H]1N(CCC1)C 2-((S)-4-(6-(2-fluoro-6-methoxyphenyl)-2-(((S)-1-methylpyrrolidin-2-yl)methoxy)-6,7-dihydro-5H-pyrrolo[3,4-d]pyrimidin-4-yl)piperazin-2-yl)acetonitrile